3-((6-Chloropyridin-3-yl)sulfonyl)-9-(3,3-dimethylbutyl)-3,9-diazaspiro[5.5]undecane ClC1=CC=C(C=N1)S(=O)(=O)N1CCC2(CC1)CCN(CC2)CCC(C)(C)C